C12OCC(C1)(C2)C2=NC(=CC(=N2)NC2=C(C=NC(=C2)NC(C)=O)C2=NC=C(C=C2)C(C)F)C N-(4'-((2-(2-oxabicyclo[2.1.1]hex-4-yl)-6-methylpyrimidin-4-yl)amino)-5-(1-fluoroethyl)-[2,3'-bipyridyl]-6'-yl)acetamide